BrC=1C(N(C=CN1)C1=NC=C(C=C1)F)=O 3-bromo-1-(5-fluoropyridin-2-yl)pyrazin-2(1H)-one